The molecule is an aminobenzenesulfonate that is the conjugate base of 2-aminobenzenesulfonic acid. It is a conjugate base of a 2-aminobenzenesulfonic acid. C1=CC=C(C(=C1)N)S(=O)(=O)[O-]